(3-chloro-2,4-difluorophenyl)(5-chloro-6-(trifluoromethyl)pyridin-3-yl)methanone ClC=1C(=C(C=CC1F)C(=O)C=1C=NC(=C(C1)Cl)C(F)(F)F)F